hydroxyadipyl-coa OC(C(=O)SCCNC(CCNC([C@@H](C(COP(OP(OC[C@@H]1[C@H]([C@H]([C@@H](O1)N1C=NC=2C(N)=NC=NC12)O)OP(=O)(O)O)(=O)O)(=O)O)(C)C)O)=O)=O)CCCC(=O)O